3,5-bis((1-(o-tolyl)-1H-1,2,3-triazol-4-yl)methylene)-1-p-toluenesulfonylpiperidin-4-one C1(=C(C=CC=C1)N1N=NC(=C1)C=C1CN(CC(C1=O)=CC=1N=NN(C1)C1=C(C=CC=C1)C)S(=O)(=O)C1=CC=C(C)C=C1)C